1-methyl-3-propyl-imidazolium trifluoro-methanesulfonate FC(S(=O)(=O)[O-])(F)F.CN1C=[N+](C=C1)CCC